C1[C@H]([C@@H]([C@H]([C@@H]([C@H]1N)O[C@@H]2[C@@H]([C@H]([C@@H]([C@H](O2)CN)O)O)N)O[C@H]3[C@@H]([C@@H]([C@H](O3)CO)O)O)O)N.OS(=O)(=O)O The molecule is an aminoglycoside sulfate salt resulting from the reaction of ribostamycin with sulfuric acid. It has a role as an antimicrobial agent, an antibacterial drug and an antibacterial agent. It is an aminoglycoside sulfate salt and an aminoglycoside. It contains a ribostamycin(4+).